ammonio-borane [NH3+]B